4,4'-((5-methyl-1,3-phenylene)bis(ethane-2,1-diyl))dibenzoamidine dihydrochloride Cl.Cl.CC=1C=C(C=C(C1)CCC1=CC=C(C(=N)N)C=C1)CCC1=CC=C(C(=N)N)C=C1